NC1=NC=CC=C1C1=NC=2C(=NC(=CC2)C2=CN=CN2C)N1C1=CC=C(CN2CCC(CC2)NC2=NC(=NC=C2)C#N)C=C1 4-((1-(4-(2-(2-aminopyridin-3-yl)-5-(1-methyl-1H-imidazol-5-yl)-3H-imidazo[4,5-b]pyridin-3-yl)benzyl)piperidin-4-yl)amino)pyrimidine-2-carbonitrile